6-(((3-(2-(dimethylamino)ethyl)-1H-indole-1-carbonyl)oxy)methoxy)-6-oxohexanoic acid CN(CCC1=CN(C2=CC=CC=C12)C(=O)OCOC(CCCCC(=O)O)=O)C